tetraphenyl (sulfonyl bis(4,1-phenylene)) bis(phosphate) P(=O)(OC1=CC=CC=C1)(OC1=CC=CC=C1)OC1=CC=C(C=C1)S(=O)(=O)C1=CC=C(C=C1)OP(=O)(OC1=CC=CC=C1)OC1=CC=CC=C1